FCCN1C(=NC=2C1=NC(=CC2)C=2C=CN1N=C(N=CC12)NC1CCC(CC1)NC)C N1-(5-(3-(2-fluoroethyl)-2-methyl-3H-imidazo[4,5-b]pyridin-5-yl)pyrrolo[2,1-f][1,2,4]triazin-2-yl)-N4-methylcyclohexane-1,4-diamine